FC1=C(C=CC=C1)N(C(=O)Cl)C1=CC=CC=C1 2-fluorophenyl-(phenyl)carbamoyl chloride